C(=O)(OC(C)(C)C)NCCCCCCNCCCCCCNC(=O)OC(C)(C)C N1-Boc-N6-(6-(Boc-amino)-hexyl)hexane-1,6-diamine